N1=CC=C(C=C1)CC1CCC2(CCN(CC2)C(=O)OC(C)(C)C)CC1 tert-butyl 9-(pyridin-4-ylmethyl)-3-azaspiro[5.5]undecane-3-carboxylate